triethylen glycol dimethacrylate C(C(=C)C)(=O)OCCOCCOCCOC(C(=C)C)=O